C(C)(=O)O[C@@H]1CC2=C3CCC4=CC(CC[C@@H]4[C@]3(CC[C@@]2(C1)C)C)=O (9R,10S,13R,16S)-9,13-dimethyl-3-oxo-2,3,6,7,9,10,11,12,13,15,16,17-dodecahydro-1H-cyclopenta[a]phenanthren-16-yl acetate